3-fluoro-4-(N-(2-methoxy-5-(4-(piperazin-1-yl)quinazolin-6-yl)pyridin-3-yl)sulfamoyl)benzoic acid trifluoroacetate FC(C(=O)O)(F)F.FC=1C=C(C(=O)O)C=CC1S(NC=1C(=NC=C(C1)C=1C=C2C(=NC=NC2=CC1)N1CCNCC1)OC)(=O)=O